2,2-bis(4'-hydroxyphenyl)n-heptane OC1=CC=C(C=C1)C(C)(CCCCC)C1=CC=C(C=C1)O